N-(6-Chloro-1-(2,6-dimethoxyphenyl)-2-(6-ethoxypyridin-2-yl)-1H-imidazo[4,5-b]pyrazin-5-yl)methanesulfonamide ClC1=C(N=C2C(=N1)N(C(=N2)C2=NC(=CC=C2)OCC)C2=C(C=CC=C2OC)OC)NS(=O)(=O)C